BrC1=CC=C(C=C1)C=1C=C(C=2C=CC(NC2C1)=O)C(=O)NCC=1C(NC(=CC1C)C)=O 7-(4-bromophenyl)-N-((4,6-dimethyl-2-oxo-1,2-dihydropyridin-3-yl)methyl)-2-oxo-1,2-dihydroquinoline-5-carboxamide